[Cl-].C(CCCCCCCCCCCCCCC)[N+](C)(CCCCCCCCCCCCCCCC)CCCCCCCCCCCCCCCC tricetyl-methyl-ammonium chloride